ClC=1C(N(C(=C(C1)C1OCCCO1)C1=C(C=C(C=C1F)F)F)CC)=O 3-chloro-5-(1,3-dioxan-2-yl)-1-ethyl-6-(2,4,6-trifluorophenyl)pyridin-2(1H)-one